C(CC)C1COC(OC1)C1CCC(CC1)=O 4-(5-Propyl-1,3-dioxan-2-yl)cyclohexanon